ethanesulfonic acid, dimethylphenylsulfonium salt C[S+](C1=CC=CC=C1)C.C(C)S(=O)(=O)[O-]